O=C1COC2=C(N1)C=C(C=C2)C(=O)N2CCC1(C(C1)CNC(=O)C1=CC=3C(=CN=CC3)O1)CC2 N-[[6-(3-oxo-4H-1,4-benzoxazine-6-carbonyl)-6-azaspiro[2.5]octan-2-yl]methyl]furo[2,3-c]pyridine-2-carboxamide